2-[2,5-bis(propane-2-yl)thiophen-3-yl]Acetic acid CC(C)C=1SC(=CC1CC(=O)O)C(C)C